3-(2,6-dichloro-4-trifluoromethyl-phenylamino)-N-(2-hydroxy-ethyl)benzamide ClC1=C(C(=CC(=C1)C(F)(F)F)Cl)NC=1C=C(C(=O)NCCO)C=CC1